Octantriamine C(CCCCCCC)(N)(N)N